3-aminopropane-1-sulfonylamine hydrochloride Cl.NCCCS(=O)(=O)N